(e)-S-(4-((tert-butyldiphenylsilyl)oxy)-3-methylbut-2-en-1-yl) methanesulfonothioate CS(=O)(SC\C=C(\CO[Si](C1=CC=CC=C1)(C1=CC=CC=C1)C(C)(C)C)/C)=O